2-chloro-6-(4-(6-(difluoromethoxy)-1'-methyl-6'-oxo-1',6'-dihydro-[3,4'-bipyridin]-3'-yl)-1H-pyrazol-1-yl)benzonitrile ClC1=C(C#N)C(=CC=C1)N1N=CC(=C1)C1=CN(C(C=C1C=1C=NC(=CC1)OC(F)F)=O)C